FC(C=1C=C(C=NC1F)C1=NC(=NC(=N1)C1=NC(=CC=C1)C(F)(F)F)NC1=CC(=NC=C1)C(F)(F)F)F 4-(5-(difluoromethyl)-6-fluoropyridin-3-yl)-6-(6-(trifluoromethyl)pyridin-2-yl)-N-(2-(trifluoromethyl)pyridin-4-yl)-1,3,5-triazin-2-amine